OC=1C=C(C=CC1)C(CN)C(=O)OC(C)(C)C 2-(3-hydroxyphenyl)-(tert-butoxycarbonyl)ethylamine